(5-bromopyridin-2-yl)methylpropan-2-sulfinamide BrC=1C=CC(=NC1)CCC(C)S(=O)N